pyrrolo(1,4)benzodiazepine N1=CC=NC=C2C1=C1C(C=C2)=NC=C1